5-(3-chloroimidazo[1,2-b]pyridazin-6-yl)-2-cyclobutyl-7H-pyrrolo[2,3-d]pyrimidine ClC1=CN=C2N1N=C(C=C2)C2=CNC=1N=C(N=CC12)C1CCC1